3-([1,1'-biphenyl]-4-yl)-1-(cyclopentylmethyl)piperidin-3-ol C1(=CC=C(C=C1)C1(CN(CCC1)CC1CCCC1)O)C1=CC=CC=C1